C(C)OC=1C=C(C=CC1)C=1C=C2CCC([C@H](C2=CC1)NC(O[C@@H]1CN2CCC1CC2)=O)(C)C (S)-quinuclidin-3-yl ((R)-6-(3-ethoxyphenyl)-2,2-dimethyl-1,2,3,4-tetrahydronaphthalen-1-yl)carbamate